C(OC1=CC=C(C=C1)[N+](=O)[O-])(OC1=C(C=C(C=C1)[N+](=O)[O-])CC(C)(OCCCCC)OCCCCC)=O 4-nitrophenyl 2,2-bis(pentyloxy)propyl(4-nitrophenyl) carbonate